COC=1C=C(C=O)C=CC1OCCCCCCCCCCCCCC 3-Methoxy-4-tetradecyl-oxybenzaldehyd